FC(C(=O)O)(F)F.ClC1=CC=C(C[C@@H]2N(C[C@@H](OC2)CN2CCC(CC2)(F)F)C2CCN(CC2)C=2NC(=NN2)N)C=C1 5-(4-((2S,5S)-5-(4-chlorobenzyl)-2-((4,4-difluoropiperidin-1-yl)methyl)-morpholino)piperidin-1-yl)-4H-1,2,4-triazol-3-amine 2,2,2-trifluoroacetate